tert-butyl 4-[4-(2,6-dioxo-3-piperidyl)-2,5-difluoro-phenyl]piperazine-1-carboxylate O=C1NC(CCC1C1=CC(=C(C=C1F)N1CCN(CC1)C(=O)OC(C)(C)C)F)=O